2-(1-(6-fluoropyridin-2-yl)ethyl)-5-methylpyridine FC1=CC=CC(=N1)C(C)C1=NC=C(C=C1)C